2-((4-((5-Cyclopropyl-3-(3,5-dichloropyridin-4-yl)isoxazol-4-yl)methoxy)bicyclo[2.2.2]octan-1-yl)methoxy)chinolin C1(CC1)C1=C(C(=NO1)C1=C(C=NC=C1Cl)Cl)COC12CCC(CC1)(CC2)COC2=NC1=CC=CC=C1C=C2